C(CCC)N(CCCCCC)C(CC)O N-butyl-(N-hexyl)aminopropanol